N-(phenylsulfonyl)acetamide C1(=CC=CC=C1)S(=O)(=O)NC(C)=O